2-(4-chloro-1-((R)-1-fluoropropan-2-yl)-1H-pyrazol-5-yl)-N-(4-(1-ethyl-4-(trifluoromethyl)-1H-imidazol-2-yl)phenyl)-4,5,6,7-tetrahydropyrazolo[1,5-a]pyridin-4-amine ClC=1C=NN(C1C1=NN2C(C(CCC2)NC2=CC=C(C=C2)C=2N(C=C(N2)C(F)(F)F)CC)=C1)[C@@H](CF)C